C(C1=CC=CC=C1)N1C(=NC=2C1=NC=CC2)CN2C1=C(OCC2=O)C=CC(=C1)C(=O)NO 4-((3-benzyl-3H-imidazo[4,5-b]pyridin-2-yl)methyl)-N-hydroxy-3-oxo-3,4-dihydro-2H-benzo[b][1,4]oxazine-6-carboxamide